FC1(CCN(CC1)CC1=C(C=C(CNC=2C=C(C=CC2)C2C(NC(CC2)=O)=O)C=C1)F)F 3-(3-((4-((4,4-difluoropiperidin-1-yl)methyl)-3-fluorobenzyl)amino)phenyl)piperidine-2,6-dione